3-(5-Chlorothiazol-2-yl)-2-fluoro-5-((cis-3-hydroxybutan-2-yl)oxy)-N-((R)-1-(2-(trisFluoromethyl)pyrimidin-5-yl)ethyl)benzamide ClC1=CN=C(S1)C=1C(=C(C(=O)N[C@H](C)C=2C=NC(=NC2)C(F)(F)F)C=C(C1)OC(C)C(C)O)F